ClC1=C(C#N)C(=C(C(=N1)Cl)C)C 2,6-dichloro-4,5-dimethylnicotinonitrile